(3Z)-6,6-dioctyloxy-1,3-hexadiene C(CCCCCCC)OC(C\C=C/C=C)OCCCCCCCC